FC1=C(C=CC(=C1F)OC)C1=CN=C2N1C=CN=C2NC2=CC(=C(C=C2)C(=O)N2CCN(CC2)C(=O)[C@H]2NC[C@@H](C2)CO)C [4-[[3-(2,3-difluoro-4-methoxyphenyl)imidazo[1,2-a]pyrazin-8-yl]amino]-2-methylphenyl]-[4-[(2S,4R)-4-(hydroxymethyl)pyrrolidine-2-carbonyl]piperazin-1-yl]methanone